FC1=C(C(=CC=C1)F)C(C=O)(C)C 2-(2,6-Difluorophenyl)-2-methylpropionaldehyde